1-(tert-Butoxycarbonyl)-3-((6-methoxypyridin-3-yl)methyl)azetidine-3-carboxylic acid C(C)(C)(C)OC(=O)N1CC(C1)(C(=O)O)CC=1C=NC(=CC1)OC